COC1=C(CN(S(=O)(=O)C2=C(C=C(C=C2)N2C[C@](CCC2)(CCC2=CC(=CC=C2)C(F)(F)F)N(CC2CN(C2)C)C)F)C2=NC=NC=C2)C=CC(=C1)OC (R)-N-(2,4-dimethoxybenzyl)-2-fluoro-4-(3-(methyl((1-methylazetidin-3-yl)methyl)amino)-3-(3-(trifluoromethyl)phenethyl)piperidin-1-yl)-N-(pyrimidin-4-yl)benzenesulfonamide